FC1(CC2(CN(C2)C=2C=C3CN(CC3=CC2)C(=O)NC2=CNC3=CC=CC=C23)C1)F 5-(6,6-difluoro-2-azaspiro[3.3]heptane-2-yl)-N-(1H-indol-3-yl)isoindoline-2-carboxamide